4-Chloro-2-(piperidin-2-ylmethyl)-7-azaindole ClC1=C2C=C(NC2=NC=C1)CC1NCCCC1